((benzyloxy)-2-methyl-4-oxopyridin-1(4H)-yl)pentanoic acid C(C1=CC=CC=C1)OC1=C(N(C=CC1=O)C(C(=O)O)CCC)C